NC1=CC=2C(=C3C(=NC2C=C1F)C1=CC2=C(C(N1C3)=O)COC([C@]2(O)CC)=O)CNC(=O)NCCO (S)-1-((9-amino-4-ethyl-8-fluoro-4-hydroxy-3,14-dioxo-3,4,12,14-tetrahydro-1H-pyrano[3',4':6,7]indolizino[1,2-b]quinolin-11-yl)methyl)-3-(2-hydroxyethyl)urea